CN(S(=O)(=O)C1=CC=C(C=C1)S(=O)(=O)NC1=C(C=CC(=C1)[N+](=O)[O-])N1CCCCC1)C N1,N1-dimethyl-N4-(5-nitro-2-(piperidin-1-yl)phenyl)benzene-1,4-disulfonamide